Cl.C(C1=CC=CC=C1)N1CCC(CC1)(O)CN1N=CC=C(C1=O)C1=CC=CC=C1 2-((1-benzyl-4-hydroxypiperidin-4-yl)methyl)-4-phenylpyridazin-3(2H)-one hydrochloride